FC(C1=CC=C(C=C1)C1=NC=2C(CCCC2C=C1)NC(C=C)=O)(F)F N-(2-(4-(trifluoromethyl)phenyl)-5,6,7,8-tetrahydroquinolin-8-yl)acrylamide